OC(CCCCCC)(CCCCCC)CCCCOC(=O)C1CCN(CC1)C 7-hydroxy-7-(4-((1-methylpiperidin-4-carbonyl)oxy)butyl)tridecane